7-[(3R,4S)-3,4-dihydroxypyrrolidin-1-yl]-6-fluoro-4-oxo-N-[1,1,1-trifluoro-3-methylbutan-2-yl]-1-(2,4,6-trifluorophenyl)-1,4-dihydro-1,8-naphthyridine-3-carboxamide O[C@@H]1CN(C[C@@H]1O)C1=C(C=C2C(C(=CN(C2=N1)C1=C(C=C(C=C1F)F)F)C(=O)NC(C(F)(F)F)C(C)C)=O)F